5-(2-methyl-[1,2,4]triazolo[1,5-a]pyridin-7-yl)-2-{3-[(3S)-3-(propan-2-yl)piperazin-1-yl]-1,2,4-triazin-6-yl}phenol CC1=NN2C(C=C(C=C2)C=2C=CC(=C(C2)O)C2=CN=C(N=N2)N2C[C@@H](NCC2)C(C)C)=N1